({6-[(1,3-benzothiazol-2-yl)amino]-4,5-dimethylpyridazin-3-yl}amino)pyridine-2-carboxylic acid ethyl ester C(C)OC(=O)C1=NC=CC=C1NC=1N=NC(=C(C1C)C)NC=1SC2=C(N1)C=CC=C2